(S)-N'-(1,1,1-trifluoropropan-2-yl)benzohydrazide FC([C@H](C)NNC(C1=CC=CC=C1)=O)(F)F